1-(3,4-dimethoxybenzyl)-4-methyl-5-oxopyrrolidine-3-carboxylic acid COC=1C=C(CN2CC(C(C2=O)C)C(=O)O)C=CC1OC